Cl.Cl.C12CC(CC(CC1)N2)N2CCC(CC2)C=2C=C(C1=C(N(C(=N1)C1=CC=C(C=C1)S(=O)(=O)C)C)C2)F 6-(1-(8-azabicyclo[3.2.1]octan-3-yl)piperidin-4-yl)-4-fluoro-1-methyl-2-(4-(methylsulfonyl)phenyl)-1H-benzo[d]imidazole dihydrochloride